2-(4-chlorobenzyl)-N-[3-(diethylamino)propyl]-8-methyl-4,5-dihydro-2H-furo[2,3-g]indazole-7-carboxamide ClC1=CC=C(CN2N=C3C4=C(CCC3=C2)OC(=C4C)C(=O)NCCCN(CC)CC)C=C1